cyclopentyl 3-(trifluoromethyl)azetidine-1-carboxylate FC(C1CN(C1)C(=O)OC1CCCC1)(F)F